ClC1=CC=CC(=N1)OCCOC=1C=C(C=CC1CN1CC(C1)OC)C#CC1=C2C=C(N=CC2=C(N=C1)NC)NC(=O)C1CC1 N-(5-((3-(2-((6-chloropyridin-2-yl)oxy)ethoxy)-4-((3-methoxyazetidin-1-yl)methyl)phenyl)ethynyl)-8-(methylamino)-2,7-naphthyridin-3-yl)cyclopropanecarboxamide